(Z)-N-(2-bromo-3-methylphenyl)-2-(hydroxyimino)acetamide BrC1=C(C=CC=C1C)NC(\C=N/O)=O